C(CC)N1N=CC(=C1)B1OC(C(O1)(CO)CO)(CO)CO 1-propyl-4-(4,4,5,5-tetramethylol-1,3,2-dioxaborolan-2-yl)-1H-pyrazole